(S)-2-hydroxy-N-(1-methylpiperidin-4-yl)-2-phenylacetamide O[C@H](C(=O)NC1CCN(CC1)C)C1=CC=CC=C1